N-(2-hydroxyethyl)-5-(4-((7-methoxy-2-methyl-3-oxo-3,4-dihydroquinoxalin-6-yl)methyl)piperazin-1-yl)-6-methylpicolinamide OCCNC(C1=NC(=C(C=C1)N1CCN(CC1)CC=1C=C2NC(C(=NC2=CC1OC)C)=O)C)=O